C(C)OC(=O)C1=C(C2=C(CCC3=CN(N=C23)CC2CCNCC2)O1)C(F)(F)F.C(C)(CC)[Si](OCC)(OCC)C(C)CC di(sec-butyl)diethoxysilane ethyl-2-[(piperidin-4-yl)methyl]-8-(trifluoromethyl)-4,5-dihydro-2H-furo[2,3-g]indazole-7-carboxylate